2,3,6,7-tetramethoxy-9,10-bis(aminomethyl)anthracene methyl-4-(8-tert-butoxycarbonyl-3,8-diazabicyclo[3.2.1]octan-3-yl)-2-methyl-indazole-7-carboxylate COC(=O)C1=CC=C(C2=CN(N=C12)C)N1CC2CCC(C1)N2C(=O)OC(C)(C)C.COC2=CC1=C(C3=CC(=C(C=C3C(=C1C=C2OC)CN)OC)OC)CN